FC(OC1=C(C=C(C=C1)S(=O)(=O)C)C1=NN(C=C1NC(=O)C=1C=NN2C1N=CC=C2)C(=O)OC(C)C)F isopropyl 3-(2-(difluoromethoxy)-5-(methylsulfonyl)phenyl)-4-(pyrazolo[1,5-a]pyrimidine-3-carboxamido)-1H-pyrazole-1-carboxylate